COC=1C=C(C=CC1)NC(=S)N[C@@H](C)C1=CC=CC2=CC=CC=C12 (S)-1-(3-methoxyphenyl)-3-(1-(naphthalen-1-yl)ethyl)thiourea